FC1=CC=C(C=C1)S(=O)(=O)N1CCCC2=CC=C(C=C12)NS(=O)(=O)C1=CC=C(C=C1)C(F)(F)F N-(1-((4-fluorophenyl)sulfonyl)-1,2,3,4-tetrahydroquinolin-7-yl)-4-(trifluoromethyl)benzenesulfonamide